2-(7,8-difluoro-3-quinolyl)-4-[(2-fluorophenyl)methyl]-6,6-dimethyl-4,5-dihydro-1,3-oxazine FC1=CC=C2C=C(C=NC2=C1F)C=1OC(CC(N1)CC1=C(C=CC=C1)F)(C)C